O=C1NC(CCC1N1C(C2=CC=CC(=C2C1=O)NCCCCCCNC(=O)C1CN(CC1C1=CC=C(C=C1)F)SCNCC)=O)=O N-(6-((2-(2,6-dioxopiperidin-3-yl)-1,3-dioxoisoindol-4-yl)amino)hexyl)-1-(ethylaminomethylsulfanyl)-4-(4-fluorophenyl)pyrrolidine-3-carboxamide